NC1=NC=CC(=C1CN1CC2(COC2)C1)OC1=C(C=C(C=C1)NC(=O)C=1C=NN(C1C(F)(F)F)C1=NC=CC=C1F)F N-[4-[[2-amino-3-(2-oxa-6-azaspiro[3.3]heptan-6-ylmethyl)-4-pyridyl]oxy]-3-fluoro-phenyl]-1-(3-fluoro-2-pyridyl)-5-(trifluoromethyl)pyrazole-4-carboxamide